3-Amino-6-bromo-4-(7-fluoro-1H-indazol-4-yl)-7-methyl-1H-1,5-naphthyridin-2-one NC=1C(NC2=CC(=C(N=C2C1C1=C2C=NNC2=C(C=C1)F)Br)C)=O